BrC1=C2CN(C(C2=CC=C1CN1CC2N(C(C1)C2)C2=CC=C(N=N2)C(=O)NC2CCC(CC2)OC2=CC(=C(C=C2)C#N)Cl)=O)C2C(NC(CC2)=O)=O 6-(3-((4-bromo-2-(2,6-dioxopiperidin-3-yl)-1-oxoisoindolin-5-yl)methyl)-3,6-diazabicyclo[3.1.1]heptan-6-yl)-N-((1r,4r)-4-(3-chloro-4-cyanophenoxy)cyclohexyl)pyridazine-3-carboxamide